C1(CCCC1)C[C@@H]1[C@@H](C2=CC=C(C=C2CC1)O)C1=CC=C(C=C1)N1CCC(CC1)CN1CCN(CC1)C=1C=C2CN(C(C2=CC1)=O)[C@@H]1C(NC(CC1)=O)=O (S)-3-(5-(4-((1-(4-((1R,2R)-2-(cyclopentylmethyl)-6-hydroxy-1,2,3,4-tetrahydronaphthalen-1-yl)phenyl)piperidin-4-yl)methyl)piperazin-1-yl)-1-oxoisoindolin-2-yl)piperidine-2,6-dione